hydroxy-propyl carbamate acrylate C(C=C)(=O)O.C(N)(OCCCO)=O